tert-Butyl (3S)-4-[6,7-dichloro-2-oxo-1-[2-(pentafluoro-λ6-sulfanyl)phenyl]pyrido[2,3-d]pyrimidin-4-yl]-3-methyl-piperazine-1-carboxylate ClC1=CC2=C(N(C(N=C2N2[C@H](CN(CC2)C(=O)OC(C)(C)C)C)=O)C2=C(C=CC=C2)S(F)(F)(F)(F)F)N=C1Cl